PYRIDYL-OXYCARBOXYLIC ACID OXIME N1=C(C=CC=C1)OC(O)=NO